3-((1-(4-Fluorophenethyl)piperidin-4-yl)(pyridin-3-yl)amino)phenol FC1=CC=C(CCN2CCC(CC2)N(C=2C=C(C=CC2)O)C=2C=NC=CC2)C=C1